CC(CN1N=C(N=N1)C1=C(C=C(C=N1)C(=O)O)C)(C)C 6-[2-(2,2-dimethylpropyl)tetrazol-5-yl]-5-methyl-pyridine-3-carboxylic acid